FC(C(C(F)(F)F)(C(F)(F)F)C1=CC(C(C(C1(F)F)(F)F)(F)F)(F)F)(F)F 2-(perfluoro-tertiary butyl)-3,3,4,4,5,5,6,6-octafluoro-1-cyclohexene